4-(4-fluoro-2-methylphenyl)pyrimidine-2-carboxylic acid methyl ester COC(=O)C1=NC=CC(=N1)C1=C(C=C(C=C1)F)C